6-methyl-N-(3-(naphthalen-2-yl)propyl)-2-(trifluoromethyl)thieno[2,3-d]pyrimidin-4-amine CC1=CC2=C(N=C(N=C2NCCCC2=CC3=CC=CC=C3C=C2)C(F)(F)F)S1